tert-butyl 4-(4-(4-(1-(tert-butoxycarbonyl)-1,2,3,6-tetrahydropyridin-4-yl)-3-chlorobenzamido)-2-methylphenyl)piperazine-1-carboxylate C(C)(C)(C)OC(=O)N1CCC(=CC1)C1=C(C=C(C(=O)NC2=CC(=C(C=C2)N2CCN(CC2)C(=O)OC(C)(C)C)C)C=C1)Cl